BrC1=CC=C(C(=O)NC2=CC=C(C=C2)[C@H]2[C@@H](C2)NC)C=C1 trans-4-bromo-N-(4-(2-(methylamino)cyclopropyl)phenyl)-benzamide